N1C=CC2=C(C=CC=C12)C1=CC(=C2C=NNC2=C1)C=1OC(=CN1)CN1CCN(CC1)C(C)C 2-(6-(1H-indol-4-yl)-1H-indazol-4-yl)-5-((4-isopropylpiperazin-1-yl)methyl)oxazole